[(7-oxo-5-propyl-7,8-dihydro[1,2,4]triazolo[4,3-a]pyrimidin-3-yl)sulfanyl]acetonitrile O=C1NC=2N(C(=C1)CCC)C(=NN2)SCC#N